tert-butyl 2-{2-[(2S,4R)-4-fluoro-2-{[(S)-[6-fluoro-5-(1-methylcyclopropyl)pyridin-2-yl](phenyl)methyl]carbamoyl} pyrrolidin-1-yl]-2-oxoethyl}-1H-indole-1-carboxylate F[C@@H]1C[C@H](N(C1)C(CC=1N(C2=CC=CC=C2C1)C(=O)OC(C)(C)C)=O)C(N[C@@H](C1=CC=CC=C1)C1=NC(=C(C=C1)C1(CC1)C)F)=O